3,6,8-Tris[(3-hydroxypropyl)sulfonyl]pyrene-1-(methylamine) OCCCS(=O)(=O)C=1C=C(C2=CC=C3C(=CC(=C4C=CC1C2=C43)S(=O)(=O)CCCO)S(=O)(=O)CCCO)CN